Cl.[N+](=O)([O-])C1=NC=CC=N1 nitropyrimidine hydrochloride